C(N)(=O)C[C@H](CC(=O)O)CC(C)C (R)-3-(carbamoylmethyl)-5-methyl-hexanoic acid